1-Chloro-4-(cyclopropylsulfonyl)butan-2-one propioimidate C(CC)(O)=N.ClCC(CCS(=O)(=O)C1CC1)=O